N-tert-butyl-2-([2-chloro-5H,6H,7H-cyclopenta[d]pyrimidin-4-yl](ethyl)amino)acetamide C(C)(C)(C)NC(CN(CC)C=1C2=C(N=C(N1)Cl)CCC2)=O